(±)-2-(Trans-3-((6-(3-methyl-4-(((4-(pyridin-2-yl)pyrimidin-2-yl)amino)methyl)isoxazol-5-yl)pyridin-3-yl)oxy)cyclopentyl)acetic Acid CC1=NOC(=C1CNC1=NC=CC(=N1)C1=NC=CC=C1)C1=CC=C(C=N1)O[C@@H]1C[C@H](CC1)CC(=O)O |r|